CN1C(C(=CC=C1)[C@H]1[C@@H](CNC1)C#N)=O (3s,4r)-4-(1-methyl-2-oxo-1,2-dihydropyridin-3-yl)pyrrolidine-3-carbonitrile